tert-butyl 4-[[1-[2-(2,6-dioxo-3-piperidinyl)-4-fluoro-1-oxo-isoindolin-5-yl]-4-piperidinyl] methyl]-4-fluoro-piperidine-1-carboxylate O=C1NC(CCC1N1C(C2=CC=C(C(=C2C1)F)N1CCC(CC1)CC1(CCN(CC1)C(=O)OC(C)(C)C)F)=O)=O